C(C=C)(=O)NCC(=O)N N-acryloylglycyl-amine